NC1=NC(=CC(=N1)C1=NNC2=CC(=CC=C12)O)C=1OC=CC1 3-(2-amino-6-(furan-2-yl)pyrimidin-4-yl)-1H-indazol-6-ol